BrC1=C(C=NN1CC)CC1=C(C=NN1C1=C(C=C(C=C1)F)C(=C)OCC)C#N 5-((5-bromo-1-ethyl-1H-pyrazol-4-yl)methyl)-1-(2-(1-ethoxyvinyl)-4-fluorophenyl)-1H-pyrazole-4-carbonitrile